FC=1C=C(C=CC1OC)C1=CN=C2N1C=CN=C2NC2=CC(=C(C(=O)NCCN1CCNCC1)C=C2)C 4-[[3-(3-fluoro-4-methoxyphenyl)imidazo[1,2-a]pyrazin-8-yl]amino]-2-methyl-N-(2-piperazin-1-ylethyl)benzamide